C[N+]1=CC=CC2=CC(=CC=C12)\C=C\C(C1=CC=CC=C1)=O 1-methyl-6-((E)-3-oxo-3-phenyl-propenyl)-quinolinium